1-(4-(dinonylglycyl)piperazin-1-yl)ethan C(CCCCCCCC)N(CC(=O)N1CCN(CC1)CC)CCCCCCCCC